C(C1=CC=CC=C1)OC(=O)N[C@](C(=O)OC(C)C)(CC(C)=O)C1=CC=C(C=C1)Br isopropyl (R)-2-(((benzyloxy)carbonyl)amino)-2-(4-bromophenyl)-4-oxopentanoate